4-(5-(1'-ethyl-[1,4'-bipiperidin]-4-yl)-3-methyl-1H-indol-2-yl)-1H-pyrrolo[2,3-b]pyridine C(C)N1CCC(CC1)N1CCC(CC1)C=1C=C2C(=C(NC2=CC1)C1=C2C(=NC=C1)NC=C2)C